C(OCC(CC)CC)(OCI)=O 2-ethylbutyl (iodomethyl) carbonate